calcium bis(trifluoromethylsulfonyl)imide [N-](S(=O)(=O)C(F)(F)F)S(=O)(=O)C(F)(F)F.[Ca+2].[N-](S(=O)(=O)C(F)(F)F)S(=O)(=O)C(F)(F)F